benzo[d]oxazol-2-ylmethylamine O1C(=NC2=C1C=CC=C2)CN